5-(1-methyl-1H-benzo[d][1,2,3]triazol-6-yl)-N-(tetrahydro-2H-pyran-4-yl)pyrrolo[2,1-f][1,2,4]triazin-2-amine CN1N=NC2=C1C=C(C=C2)C=2C=CN1N=C(N=CC12)NC1CCOCC1